sodium pentaenesulfonate C(=CCCC)S(=O)(=O)[O-].[Na+]